F[C@H](CNC(=O)C1=C(C=2N(N=C1)C=CC2)NC(C)C)C(C)(C)O (R)-N-(2-fluoro-3-hydroxy-3-methylbutyl)-4-(isopropylamino)pyrrolo[1,2-b]pyridazine-3-carboxamide